2,5-dicyanofuran C(#N)C=1OC(=CC1)C#N